IC=1C(=C2C=NNC2=CC1)CNC(C1=CC=C(C=C1)OC(F)(F)F)=O N-((5-iodo-1H-indazol-4-yl)methyl)-4-(trifluoromethoxy)benzamide